COC(=O)C1=CC=C2C=NN(C2=C1)CC1=CC=C(C=C1)C 1-(4-Methylbenzyl)-1H-indazole-6-carboxylic acid methyl ester